OCC1CCC(CC1)CO 1,4-Bis(hydroxymethyl)-cyclohexan